(S)-7-(7-(8-ethyl-7-fluoro-3-hydroxynaphthalen-1-yl)-8-fluoro-2-(((2S,7aR)-2-hydroxyhexahydro-1H-pyrrolizin-7a-yl)methoxy)pyrido[4,3-d]pyrimidin-4-yl)-2,7-diazaspiro[4.5]decan-3-one C(C)C=1C(=CC=C2C=C(C=C(C12)C1=C(C=2N=C(N=C(C2C=N1)N1C[C@]2(CC(NC2)=O)CCC1)OC[C@@]12CCCN2C[C@H](C1)O)F)O)F